N-((2,3-dihydrobenzofuran-4-yl)thiocarbamoyl)benzamide O1CCC2=C1C=CC=C2NC(=S)NC(C2=CC=CC=C2)=O